Cl.FC(CN1N=CC=2C1=NC(=CN2)N2CC1(CNC1)CCC2)F 6-[1-(2,2-difluoroethyl)-1H-pyrazolo[3,4-b]pyrazin-6-yl]-2,6-diazaspiro[3.5]nonane hydrochloride